5-((2R,4S)-2-(2,5-difluorophenyl)-4-fluoropyrrolidin-1-yl)-N-(4-(6-(2-hydroxyacetyl)-2,6-diazaspiro[3.3]heptane-2-yl)phenyl)pyrazolo[1,5-a]pyrimidine-3-carboxamide FC1=C(C=C(C=C1)F)[C@@H]1N(C[C@H](C1)F)C1=NC=2N(C=C1)N=CC2C(=O)NC2=CC=C(C=C2)N2CC1(C2)CN(C1)C(CO)=O